C1(CC1)C(CNC(=O)C=1NC(C=NC1)=O)CC1=CC(=C(C=C1)F)F N-(2-cyclopropyl-3-(3,4-difluorophenyl)propyl)-6-oxo-1,6-dihydropyrazine-2-carboxamide